cis-8-dimethylamino-8-phenyl-3-[2-(trifluoromethyl)-pyrimidin-5-yl]-1,3-diazaspiro[4.5]decan-2-one CN(C1(CCC2(CN(C(N2)=O)C=2C=NC(=NC2)C(F)(F)F)CC1)C1=CC=CC=C1)C